[Cl-].N(=N)C1=C(C=CC2=NC3=CC=CC=C3[N+](=C12)C1=CC=CC=C1)N(CC)CC diazenyl-N,N-diethyl-10-phenylphenazin-10-ium-2-amine chloride